FC1=C2C(N(C(C2=CC=C1)=O)CC1CCN(CC1)CC(=O)N(C1=CC=C(C2=NON=C21)[N+](=O)[O-])CC2=CC=C(C=C2)F)=O 2-(4-((4-fluoro-1,3-dioxoisoindol-2-yl)methyl)piperidin-1-yl)-N-(4-fluorobenzyl)-N-(7-Nitrobenzo[c][1,2,5]oxadiazol-4-yl)acetamide